6-cyclopropaneamido-4-{[5-fluoro-2-methoxy-3-(1,3-oxazol-4-yl)phenyl]amino}-N-(2H3)methylpyridazine-3-carboxamide C1(CC1)C(=O)NC1=CC(=C(N=N1)C(=O)NC([2H])([2H])[2H])NC1=C(C(=CC(=C1)F)C=1N=COC1)OC